NC1=C2N=CN(C2=NC(=N1)N(C)C)CC(=O)O 2-(6-amino-2-(dimethylamino)-9H-purin-9-yl)acetic acid